(5-(5-fluoro-[1,2,4]triazolo[1,5-a]pyridin-2-yl)-8-(methylamino)-2,7-naphthyridin-3-yl)cyclopropanecarboxamide FC1=CC=CC=2N1N=C(N2)C2=C1C=C(N=CC1=C(N=C2)NC)C2(CC2)C(=O)N